tert-butylisoquinoline C(C)(C)(C)C1=NC=CC2=CC=CC=C12